NC=1N=C2N(C=C(C=C2)C2=C(C=CC=C2)CCF)C1C(=O)[C@H]1[C@H](C1)F (2-amino-6-(2-(2-fluoroethyl)phenyl)imidazo[1,2-a]pyridin-3-yl)((1S,2S)-2-fluorocyclopropyl)methanone